N-(2-Amino-5-methoxyphenyl)-N-methylmethanesulfonamide NC1=C(C=C(C=C1)OC)N(S(=O)(=O)C)C